(3S,8S,9S,12S)-3,12-bis-(1,1-dimethylethyl)-8-hydroxy-4,11-dioxo-9-(benzyl)-6-[[4-(2-pyridyl)phenyl]methyl]-2,5,6,10,13-pentaazatetradecanedioic acid dimethyl ester sulfate S(=O)(=O)(O)O.COC(N[C@H](C(NN(C[C@@H]([C@@H](NC([C@@H](NC(=O)OC)C(C)(C)C)=O)CC1=CC=CC=C1)O)CC1=CC=C(C=C1)C1=NC=CC=C1)=O)C(C)(C)C)=O